(4-(methylsulfonyl)piperazin-1-yl)(7-morpholino-5-(3-(m-tolyl)-1H-pyrazol-1-yl)pyrazolo[1,5-a]pyrimidin-2-yl)methanone CS(=O)(=O)N1CCN(CC1)C(=O)C1=NN2C(N=C(C=C2N2CCOCC2)N2N=C(C=C2)C=2C=C(C=CC2)C)=C1